C(C1=CC=CC=C1)OC1=C(C(=CC2=C(C=C(C=C12)Br)C1=CC(=CC(=C1)C(C)(C)C)C(C)(C)C)C1=CC(=CC(=C1)C(C)(C)C)C(C)(C)C)C=O 1-(Benzyloxy)-7-bromo-3,5-bis(3,5-di-tert-butylphenyl)-2-naphthaldehyde